Tert-butyl 2-(2,5-difluoro-4-(6-hydroxypyridin-2-yl)benzyl)-1-((1-(fluoromethyl)cyclopropyl)methyl)-1H-benzo[d]imidazole-6-carboxylate FC1=C(CC2=NC3=C(N2CC2(CC2)CF)C=C(C=C3)C(=O)OC(C)(C)C)C=C(C(=C1)C1=NC(=CC=C1)O)F